(2R,3R,4R,5S)-2-((pyrazin-2-ylamino)methyl)-5-((6-(trifluoromethyl)pyrazin-2-yl)amino)tetrahydro-2H-pyran-3,4-diol N1=C(C=NC=C1)NC[C@H]1OC[C@@H]([C@H]([C@H]1O)O)NC1=NC(=CN=C1)C(F)(F)F